CN(C(=O)C=1N=C(SC1)C1CCN(CC1)C(CN1N=C(C=C1C)C(F)(F)F)=O)[C@@H]1CCCC2=CC=CC=C12 2-{1-[2-(5-meth-yl-3-trifluoromethyl-pyrazole-1-yl)-acetyl]-piperidin-4-yl}-thiazole-4-carboxylic acid methyl-(R)-1,2,3,4-tetrahydro-naphthalen-1-yl-amide